C(C)(=O)C1=C(C=C(S1)/C=C/C(=O)OC)F methyl (E)-3-(5-acetyl-4-fluorothiophen-2-yl)acrylate